5-fluoro-2-(3-hydrazineylphenyl)pyrimidine hydrochloride Cl.FC=1C=NC(=NC1)C1=CC(=CC=C1)NN